tert-butyl 6-(2-aminoethyl)-2,6-diazaspiro[3.4]octane-2-carboxylate NCCN1CC2(CN(C2)C(=O)OC(C)(C)C)CC1